4-amino-N-(1-methyl-1H-pyrazol-4-yl)-N-((5-(trifluoromethyl)-2-pyridinyl)methyl)-1,3-dihydrofuro[3,4-c][1,8]naphthyridine-8-carboxamide NC1=NC=2N=CC(=CC2C2=C1COC2)C(=O)N(CC2=NC=C(C=C2)C(F)(F)F)C=2C=NN(C2)C